(E)-2-(3-(4-(2-(4-chloro-2-fluorophenyl)-1-(1H-indazol-5-yl)but-1-enyl)phenoxy)propoxy)acetic acid ClC1=CC(=C(C=C1)/C(=C(/C=1C=C2C=NNC2=CC1)\C1=CC=C(OCCCOCC(=O)O)C=C1)/CC)F